ClC1=C(C(=O)NS(=O)(=O)C=2N=CN(C2)CC)C=CC(=C1)Cl 2,4-Dichloro-N-((1-ethyl-1H-imidazol-4-yl)sulfonyl)benzamide